(R)-mandelic acid 4-hydroxy-3-methoxyphenyl-propanoate OC1=C(C=C(C=C1)OC(CC)=O)OC.C([C@H](O)C1=CC=CC=C1)(=O)O